3-(azetidin-3-yl)-3,6-diazabicyclo[3.1.1]heptane-6-carboxylic acid tert-butyl ester C(C)(C)(C)OC(=O)N1C2CN(CC1C2)C2CNC2